5-(4-((2R,5S)-5-(4-chlorobenzyl)-2-(1-methyl-1H-pyrazol-5-yl)morpholino)piperidin-1-yl)-4H-1,2,4-triazol-3-amine 2,2,2-trifluoroacetate FC(C(=O)O)(F)F.ClC1=CC=C(C[C@@H]2N(C[C@@H](OC2)C2=CC=NN2C)C2CCN(CC2)C=2NC(=NN2)N)C=C1